3-(8-((4-(azepan-1-ylmethyl)benzyl)amino)-2-methyl-4-oxoquinazolin-3(4H)-yl)piperidine-2,6-dione N1(CCCCCC1)CC1=CC=C(CNC=2C=CC=C3C(N(C(=NC23)C)C2C(NC(CC2)=O)=O)=O)C=C1